ClC=1C(=NC=CN1)CNC(=O)C1CN(CC1)C(=O)OCC1=CC=CC=C1 benzyl 3-(((3-chloropyrazin-2-yl)methyl)carbamoyl)pyrrolidine-1-carboxylate